CC1=NC(=CC(=N1)NC1=CC2=C(C=N1)C(NN2C2=CC=C(C=C2)S(=O)(=O)C)=O)C 6-((2,6-dimethylpyrimidin-4-yl)amino)-1-(4-(methylsulfonyl)phenyl)-1,2-dihydro-3H-pyrazolo[4,3-c]pyridin-3-one